FC(C(=O)O)(C)C1=CC=CC=C1 Fluoro-2-phenylpropionic acid